CC=CC1=CC=C(C=C1)C α-Methyl-4-methylstyrol